CC1C=CC2=CC=CC=C12 1-methyl-1H-indene